(2S)-2-[4-(4-chlorophenoxy)-2-(trifluoromethyl)phenyl]-1-(1H-1,2,4-tri-azol-1-yl)propan-2-ol ClC1=CC=C(OC2=CC(=C(C=C2)[C@](CN2N=CN=C2)(C)O)C(F)(F)F)C=C1